C(C)(=O)OCCN1C(C=2C=C(C(=CC2C2=C1COC[C@H]2N(C)[C@H](C)C2=CC=C(C=C2)OC)F)F)=O 2-((S)-8,9-difluoro-1-(((R)-1-(4-methoxyphenyl)ethyl)(methyl)amino)-6-oxo-1,2,4,6-tetrahydro-5H-pyrano[3,4-c]isoquinolin-5-yl)ethyl acetate